1-(4-(N,N-bis(4-methoxybenzyl)sulfamoyl)-3-fluorobenzyl)-2-(cyclopropylmethyl)-5-(4-(trifluoromethoxy)phenyl)-1H-pyrrole-3-carbothioamide COC1=CC=C(CN(S(=O)(=O)C2=C(C=C(CN3C(=C(C=C3C3=CC=C(C=C3)OC(F)(F)F)C(N)=S)CC3CC3)C=C2)F)CC2=CC=C(C=C2)OC)C=C1